(4-(benzyloxy)benzyl)phosphonic acid C(C1=CC=CC=C1)OC1=CC=C(CP(O)(O)=O)C=C1